1-[3-(benzyloxy)propyl]-3-methyl-1H-pyrazole-5-carboxylic acid C(C1=CC=CC=C1)OCCCN1N=C(C=C1C(=O)O)C